6,7-dimethoxy-N-(3-methylphenyl)quinazolin-4-amine COC=1C=C2C(=NC=NC2=CC1OC)NC1=CC(=CC=C1)C